C(#N)C(C)(C)C=1N=C2N(N=C(C=C2NC)NC2=CC(=CC=C2)C2=NC=C(C=C2)C=O)C1C(=O)N (1-cyano-1-methylethyl)-6-{[3-(5-formylpyridin-2-yl)phenyl]amino}-8-(methylamino)imidazo[1,2-b]pyridazine-3-carboxamide